(S)-1-(5-bromo-3-fluoro-2-nitrophenyl)-5-(((tert-butyldimethylsilyl)oxy)methyl)pyrrolidin-2-one BrC=1C=C(C(=C(C1)N1C(CC[C@H]1CO[Si](C)(C)C(C)(C)C)=O)[N+](=O)[O-])F